C(C)OC(=O)C1=NN(C=C1C=1C(=NC(=CC1)C(F)(F)F)Cl)C 4-(2-Chloro-6-(trifluoromethyl)pyridin-3-yl)-1-methyl-1H-pyrazole-3-carboxylic acid ethyl ester